N1N=C(N=C1)C1=CC=NC(=C1)C(F)(F)F 4-(1H-1,2,4-triazol-3-yl)-6-(trifluoromethyl)pyridine